1-(bromomethyl)-3-isopropylbenzene BrCC1=CC(=CC=C1)C(C)C